(3S)-6-[7,7-difluoro-2-[(2S,3R)-3-hydroxy-2-methyl-azetidin-1-yl]-5,6-dihydrocyclopenta[d]pyrimidin-4-yl]-1'-methyl-spiro[2H-benzofuran-3,4'-imidazolidine]-2'-one FC1(CCC2=C1N=C(N=C2C2=CC1=C(C=C2)[C@@]2(NC(N(C2)C)=O)CO1)N1[C@H]([C@@H](C1)O)C)F